N-n-nonyl-methacrylamide C(CCCCCCCC)NC(C(=C)C)=O